(2S)-1,4-bis[2-(4-chloro-3-fluorophenoxy)acetamido]bicyclo[2.2.2]octan-2-yl [3-(phosphonooxy)propyl]carbamate P(=O)(O)(O)OCCCNC(O[C@@H]1C2(CCC(C1)(CC2)NC(COC2=CC(=C(C=C2)Cl)F)=O)NC(COC2=CC(=C(C=C2)Cl)F)=O)=O